4-{4-[(3-aminopropyl)(methyl)amino]-2-oxo-2,3-dihydro-1H-1,3-benzodiazol-1-yl}-N-(3-methoxy-4-methylphenyl)cyclohexane-1-carboxamide NCCCN(C1=CC=CC=2N(C(NC21)=O)C2CCC(CC2)C(=O)NC2=CC(=C(C=C2)C)OC)C